C[C@H]1N(CCOC1)C=1C2=C(N=C(N1)C1=C3C(=NC=C1)NC=C3)C(=CN2)C2=CC=NC=C2 (R)-3-methyl-4-(7-(pyridin-4-yl)-2-(1H-pyrrolo[2,3-b]pyridin-4-yl)-5H-pyrrolo[3,2-d]pyrimidin-4-yl)morpholine